ClC1=C(C=CC(=C1)C1=NN(C=N1)C1=CC=C(C=C1)SC(F)(F)F)NC(=O)\N=C\1/SCC(N1C1=C(C=CC(=C1)C)C(C)C)=O (Z)-1-(2-chloro-4-(1-(4-((trifluoromethyl)thio)phenyl)-1H-1,2,4-triazol-3-yl)phenyl)-3-(3-(2-isopropyl-5-methylphenyl)-4-oxothiazolidin-2-ylidene)urea